(R or S)-N-(5-(difluoromethyl)-2-(methylthio)phenyl)-3-(3-fluoro-4-methylphenyl)-3-(1,2,4-thiadiazol-5-yl)pyrrolidine-1-carboxamide FC(C=1C=CC(=C(C1)NC(=O)N1C[C@](CC1)(C1=NC=NS1)C1=CC(=C(C=C1)C)F)SC)F |o1:13|